2-aminoethyl-2-pyridyldisulfide NCCSSC1=NC=CC=C1